ethyl (S)-5-amino-4-((6-(((benzyloxy)carbonyl)amino)hexan-2-yl)amino)-6-chloronicotinate NC=1C(=NC=C(C(=O)OCC)C1N[C@@H](C)CCCCNC(=O)OCC1=CC=CC=C1)Cl